N[C@@H](C)C=1C=C(C=C2C(N(C(=NC12)C1CCOCC1)C)=O)C (S)-8-(1-aminoethyl)-3,6-dimethyl-2-(tetrahydro-2H-pyran-4-yl)quinazolin-4(3H)-one